CC1=NC=CC=C1C=1N=C(SC1)NC(=O)C=1N=NC(=CC1)N1CCOCC1 N-[4-(2-methyl-3-pyridyl)thiazol-2-yl]-6-morpholino-pyridazine-3-carboxamide